O1C(=CC=C1)C1=CC=C(C=C1)CNC(=O)C1N(C(CN(C1)CC=1C=NC=CC1)C)C(C(C)C)=O N-{[4-(furan-2-yl)phenyl]methyl}-6-methyl-1-(2-methylpropanoyl)-4-[(pyridin-3-yl)methyl]piperazine-2-carboxamide